1-(6-chloropyridin-2-yl)ethane-1-one ClC1=CC=CC(=N1)C(C)=O